ethylene normal butyl acrylate C(C=C)(=O)OCCCC.C=C